N-allyl-3,5-dimethylaniline C(C=C)NC1=CC(=CC(=C1)C)C